3-((2S)-3-(8-(3-(6-aminopyridin-3-yl)phenylsulfonyl)-1-oxa-8-azaspiro[4.5]decan-3-ylamino)-2-hydroxypropoxy)-N,N-dimethylbenzenesulfonamide NC1=CC=C(C=N1)C=1C=C(C=CC1)S(=O)(=O)N1CCC2(CC(CO2)NC[C@@H](COC=2C=C(C=CC2)S(=O)(=O)N(C)C)O)CC1